N1CCC(CCC1)C=1C=CN2N=CN=C(C21)N 5-(azepan-4-yl)pyrrolo[2,1-f][1,2,4]triazin-4-amine